(2R,3R,4R)-1-[3-amino-6-(3,4,5-trimethoxyphenyl)pyrazin-2-yl]-2,3-dimethylpiperidine-4-carboxylic acid NC=1C(=NC(=CN1)C1=CC(=C(C(=C1)OC)OC)OC)N1[C@@H]([C@@H]([C@@H](CC1)C(=O)O)C)C